tert-butyl ((2,3-difluoro-4-((6-fluoro-2-((isopropyl(methyl)amino)methyl)-3-methoxybenzyl)amino)phenyl)sulfonyl)(thiazol-4-yl)carbamate FC1=C(C=CC(=C1F)NCC1=C(C(=CC=C1F)OC)CN(C)C(C)C)S(=O)(=O)N(C(OC(C)(C)C)=O)C=1N=CSC1